C(C)(C)(C)N1CCN(CC1)C1=C(C(=CC=C1)S(=O)(=O)C1=C(C=CC=C1)F)C(F)(F)F tert-butyl-4-(3-((2-fluorophenyl)sulfonyl)-2-(trifluoromethyl)phenyl)piperazine